C(C)(C)(C)OC(C1=C(N=CC=C1CN=[N+]=[N-])NC)=O 4-(Azidomethyl)-2-(methylamino)nicotinic acid tert-butyl ester